FC1=CC=C(C=C1)S(=O)(=O)N1CC(C1)S(=O)(=O)N1C2=C(OCC1)C(=CN=C2)C2=CC=C(C#N)C=C2 4-(4-((1-((4-Fluorophenyl)sulfonyl)azetidin-3-yl)sulfonyl)-3,4-dihydro-2H-pyrido[4,3-b][1,4]oxazin-8-yl)benzonitrile